ethyl 1-(bicyclo[1.1.1]pent-1-yl)-1H-1,2,3-triazole-4-carboxylate C12(CC(C1)C2)N2N=NC(=C2)C(=O)OCC